4-chloro-2-methyl-5-(4,4,5,5-tetramethyl-1,3,2-dioxaborolan-2-yl)isoindolin-1-one ClC1=C2CN(C(C2=CC=C1B1OC(C(O1)(C)C)(C)C)=O)C